(S)-2-((9-((S)-2-carbonyl-4-(trifluoromethyl)oxazolidin-3-yl)-5,6-dihydroimidazo[1,2-d]thieno[2,3-f][1,4]oxazepin-2-yl)amino)propanamide C(=O)=C1OC[C@H](N1C=1N=C2N(CCOC3=C2SC(=C3)N[C@H](C(=O)N)C)C1)C(F)(F)F